4-(2-Ethylbutyl)-N-(3-(4-fluorophenoxy)-5-(4-(methylcarbamoyl)phenoxy)phenyl)-1,4-diazepane-1-carboxamide C(C)C(CN1CCN(CCC1)C(=O)NC1=CC(=CC(=C1)OC1=CC=C(C=C1)C(NC)=O)OC1=CC=C(C=C1)F)CC